(cyclohexyl-1-ethyn-1-oxy)dimethylhexenylsilane C1(CCCCC1)C#CO[Si](C=CCCCC)(C)C